methyl (R)-1-((7-(4''-(((2-hydroxyethyl)amino)methyl)-2,2'-dimethyl-[1,1':3',1''-terphenyl]-3-yl)-[1,2,4]triazolo[4,3-a]pyridin-3-yl)methyl)pyrrolidine-3-carboxylate OCCNCC1=CC=C(C=C1)C=1C(=C(C=CC1)C1=C(C(=CC=C1)C1=CC=2N(C=C1)C(=NN2)CN2C[C@@H](CC2)C(=O)OC)C)C